1-(4-{6-[6-(1,1-difluoroethyl)-3-methyl-3H-imidazo[4,5-b]pyridin-2-yl]-5-(ethylsulfanyl)pyridin-3-yl}phenyl)cyclopropane-1-carbonitrile FC(C)(F)C=1C=C2C(=NC1)N(C(=N2)C2=C(C=C(C=N2)C2=CC=C(C=C2)C2(CC2)C#N)SCC)C